4-(bicyclo[2.2.1]hept-5-en-2-yl)but-3-en-2-one C12C(CC(C=C1)C2)C=CC(C)=O